NC1=CC=C(C=C1)C1=NC2=CC=CN=C2C(=C1)C(=O)NC(C)C 2-(4-Aminophenyl)-N-isopropyl-1,5-naphthyridine-4-carboxamide